C(C)(C)(C)OC(=O)N1CC(C1)(C(=O)O)C1=C(C=CC=C1)C(C)C 1-(tert-butoxycarbonyl)-3-(2-isopropylphenyl)azetidine-3-carboxylic acid